2-(4,7-dichloro-6-(2-morpholinopyrimidin-5-yl)-2H-indazol-2-yl)-2-((R)-6-fluoro-6,7-dihydro-5H-pyrrolo[1,2-c]imidazol-1-yl)acetic acid ethyl ester C(C)OC(C(C1=C2N(C=N1)C[C@@H](C2)F)N2N=C1C(=C(C=C(C1=C2)Cl)C=2C=NC(=NC2)N2CCOCC2)Cl)=O